CCCCCCC(CCCCCCCC)O 7-pentadecanol